CO[Si]1(N(CCC1)CCCCCCCC[SiH2]OC(C1=CC=CC=C1)C1=CC=CC=C1)C 2-methoxy-2-methyl-N-(diphenylmethoxysilyloctyl)-1-aza-2-silacyclopentane